7-(2-fluoro-6-methoxyphenyl)-5H-benzo[c]pyrimido[4,5-e]azepin FC1=C(C(=CC=C1)OC)C1=NCC2=C(C3=C1C=CC=C3)N=CN=C2